C1(CC1)S(=O)(=O)NC=1SC=C(N1)C(C(=O)NC1=CC(=C(C=C1)C1=NC(=CN=C1)OCC)C)(C)C 2-(2-(cyclopropanesulfonylamino)thiazol-4-yl)-N-(4-(6-ethoxypyrazin-2-yl)-3-methylphenyl)-2-methylpropanamide